N1C(=NC2=C1C=CC=C2)C(=O)C2=C1C(=C(C=CC1=CC21NCCC1)C(C)C)C1=CC=C(C=C1)Br 3-(1H-benzimidazole-2-carbonyl)-4-(4-bromophenyl)-5-isopropyl-spiro[indene-2,2'-pyrrolidine]